(Z)-octadec-9-en-1-yl (9Z,12Z)-octadeca-9,12-dienoate C(CCCCCCC\C=C/C\C=C/CCCCC)(=O)OCCCCCCCC\C=C/CCCCCCCC